OCC(CCO)O hydroxymethyl-1,3-propanediol